BrC1=CC(=C(C(=C1NC(C)=O)[N+](=O)[O-])F)C N-(6-bromo-3-fluoro-4-methyl-2-nitrophenyl)acetamide